[N+](=O)([O-])C1=CC=C(C=C1)C1N(CCC1)C(=O)OCCCC 1-butyl 2-(4-nitrophenyl)pyrrolidine-1-carboxylate